CC1=CC=2C(=NC=C(C2S1)[N+](=O)[O-])C 2,4-Dimethyl-7-nitrothieno[3,2-c]pyridine